2-chloro-5-(5-methylimidazol-1-yl)benzoic acid ClC1=C(C(=O)O)C=C(C=C1)N1C=NC=C1C